C1(CCCCC1)OC(CCC(CCC(=O)OC1CCCCC1)=O)=O.C(C1=CC=CC=C1)SCC(=O)C1=C(C=C(C=C1)C1=NOC(=N1)C(F)(F)F)F 2-(benzylthio)-1-(2-fluoro-4-(5-(trifluoromethyl)-1,2,4-oxadiazol-3-yl)phenyl)ethan-1-one Dicyclohexyl-4-Oxo-Pimelat